tetrahydro-pyrimidin-2(1H)-one N1C(NCCC1)=O